isopropyl (S or R)-((3-(2-(5-fluoro-thiophen-2-yl)ethyl)-1-(2-(6-methylpyridin-3-yl)propan-2-yl)pyrrolidin-3-yl)methyl)carbamate citrate C(CC(O)(C(=O)O)CC(=O)O)(=O)O.FC1=CC=C(S1)CC[C@@]1(CN(CC1)C(C)(C)C=1C=NC(=CC1)C)CNC(OC(C)C)=O |o1:21|